CC(C)C1=C(C(=CC=C1)C(C)C)N2CCN(C2=[Ru](=CC3=C(C=CC(=C3)NC(=O)C4=C(C(=C(C(=C4F)F)F)F)F)OC(C)C)(Cl)Cl)C5=C(C=CC=C5C(C)C)C(C)C Dichloro[1,3-bis(2,6-diisopropylphenyl)-2-imidazolidinylidene][(2-isopropoxy)(5-pentafluorobenzoylamino)benzylidene]ruthenium(II)